C(CCCCC(=O)OCC(COC(CCCCC(=O)OCC\C=C/CCCCC)=O)(CO)COC(CCC(OCCCCCCCC)OCCCCCCCC)=O)(=O)OCC\C=C/CCCCC O6-[2-(4,4-dioctoxybutanoyloxymethyl)-2-(hydroxymethyl)-3-[6-[(Z)-non-3-enoxy]-6-oxo-hexanoyl] oxy-propyl] O1-[(Z)-non-3-enyl] hexanedioate